IC(I)(I)I tetraioDomethane